2-methyl-tetrahydro-2H-pyran-2-ol CC1(OCCCC1)O